FC=1C(=NC=CC1\C=C\1/N(CCN(C1)C(=O)OCC1=CC=CC=C1)C(=O)OC(C)(C)C)OC 4-benzyl 1-(tert-butyl) (Z)-2-((3-fluoro-2-methoxypyridin-4-yl)methylene)piperazine-1,4-dicarboxylate